C1(=CC=CC=C1)C=1N=C(N(C1)COCC[Si](C)(C)C)C1=NC=CC(=C1)C=1C=NNC1 2-(4-Phenyl-1-{[2-(trimethylsilyl)ethoxy]methyl}-1H-imidazol-2-yl)-4-(1H-pyrazol-4-yl)pyridine